O=C(C(C(CC(OC(COCC(C(F)(F)F)(F)F)CC)=O)C(=O)OC(COCC(C(F)(F)F)(F)F)CC)S(=O)(=O)[O-])OC(COCC(C(F)(F)F)(F)F)CC 1,5-dioxo-1,5-bis[1-(2,2,3,3,3-pentafluoropropoxy)butan-2-yloxy]-3-[1-(2,2,3,3,3-pentafluoropropoxy)butan-2-yloxycarbonyl]pentane-2-sulfonate